1,3,5-trimethyl-4-(2-oxo-2-(prop-2-yn-1-ylamino)acetyl)-N-phenyl-1H-pyrrole-2-Formamide CN1C(=C(C(=C1C)C(C(NCC#C)=O)=O)C)C(=O)NC1=CC=CC=C1